C(C)P(CCS(=O)(=O)O)CC 2-(diethylphosphino)ethane-1-sulfonic acid